C(C1=CC=CC=C1)O[C@]1(C2=NN=C(C3=C(C=C(C(C(CCCC(CC1)=O)(F)F)=N3)C(F)(F)F)NC(OC(C)(C)C)=O)O2)C(F)(F)F tert-Butyl N-[(6R)-6-benzyloxy-13,13-difluoro-9-oxo-6,15-bis(trifluoromethyl)-19-oxa-3,4,18-triazatricyclo[12.3.1.12,5]nonadeca-1(17),2,4,14(18),15-pentaen-17-yl]carbamate